4-[2-(2-benzenesulfonamidophenyl)ethynyl]-benzoic acid C1(=CC=CC=C1)S(=O)(=O)NC1=C(C=CC=C1)C#CC1=CC=C(C(=O)O)C=C1